2-[5-(4-Oxo-2-thioxo-thiazolidin-5-ylidenemethyl)-furan-2-yl]-benzoic acid O=C1NC(SC1=CC1=CC=C(O1)C1=C(C(=O)O)C=CC=C1)=S